ClC1=CC=C(C(=O)C2=C(C(OC2N(C)C)=O)C2=CC=C(C=C2)I)C=C1 4-(4-chlorobenzoyl)-5-(dimethylamino)-3-(4-iodophenyl)furan-2(5H)-one